FC1(CC(C1)N1C(C2=C(C(=C1)C(=O)N[C@H](C)C1=CC(=CC=C1)C(F)(F)F)N(N=C2)C2OCCN2)=O)F 5-(3,3-difluorocyclobutyl)-1-(oxazolidin-2-yl)-4-oxo-N-[(1R)-1-[3-(trifluoromethyl)phenyl]ethyl]-1h,4h,5h-pyrazolo[4,3-c]pyridine-7-carboxamide